CC1(C2CCC(CC2=CCC1)C=O)C 5,5-Dimethyl-2,3,4,4a,6,7-hexahydro-1H-naphthalen-2-carbaldehyd